o-(1-{12-Methyl-7-piperidino-3,4,6,8-tetraazatricyclo[7.4.0.02,6]trideca-1(9),2,4,7,10,12-hexaen-10-yl}ethylamino)benzoic acid CC=1C=C(C=2N=C(N3C=NN=C3C2C1)N1CCCCC1)C(C)NC1=C(C(=O)O)C=CC=C1